rac-5,6,7,8-tetrahydroimidazo[1,5-a]pyridine-7-carboxylic acid C=1N=CN2C1C[C@@H](CC2)C(=O)O |r|